ClC1=CC(=C(C=C1)C1=NC(=CC=2N=C(N(C(C21)=O)C)C)N2CC(OCC2)(C=2C=NN(C2)C)C)F 5-(4-chloro-2-fluoro-phenyl)-2,3-dimethyl-7-(2-methyl-2-(1-methyl-1H-pyrazol-4-yl)-4-morpholinyl)-pyrido[4,3-d]pyrimidin-4(3H)-one